CC1C(=C(C2=CC=CC=C12)C)[Si](C)(C)C1C(=CC2=CC=CC=C12)C(C)C (1,3-dimethyl-1H-inden-2-yl)(2-isopropyl-1H-inden-1-yl)dimethylsilane